C(=O)(C=C)N1CC1 acryl-aziridine